(R)-7-((5-(2-(2-hydroxy-propan-2-yl)morpholino)pyridin-2-yl)amino)-4-(7-methyl-7H-pyrrolo[2,3-d]pyrimidin-4-yl)isoindolin-1-one OC(C)(C)[C@@H]1OCCN(C1)C=1C=CC(=NC1)NC=1C=CC(=C2CNC(C12)=O)C=1C2=C(N=CN1)N(C=C2)C